NC1=CC(=C(C(=O)N[C@H]2[C@H](CN(CC2)CCCCCC(=O)N[C@H]2CN(CCC2)CCCCCCCC(=O)O)OC)C=C1Cl)OC 8-((R)-3-(6-((3s,4r)-4-(4-amino-5-chloro-2-methoxybenzamido)-3-methoxypiperidin-1-yl)hexanamido)piperidin-1-yl)octanoic acid